(1R,4R)-2-((2-methyl-2H-tetrazol-5-yl)(phenyl)methyl)-2,5-diazabicyclo[2.2.1]heptane CN1N=C(N=N1)C(N1[C@H]2CN[C@@H](C1)C2)C2=CC=CC=C2